FC1=C2C=3C=CC=C(C3CC2=CC=C1)[Zr+2]C1CCCCC1 5-monofluorofluorenyl-cyclohexyl-zirconium (IV)